NC1=NC=C(C=C1O[C@H](C)C=1C=C(C=CC1)NC(C1=CC(=CC=C1)N1CCN(CC1)C)=O)Cl (R)-N-(3-(1-((2-amino-5-chloropyridin-3-yl)oxy)ethyl)phenyl)-3-(4-methylpiperazin-1-yl)benzamide